Methyl (E)-3-(4-((2-(2,4-dimethylbenzoyl)-6-methoxybenzo[b]thiophen-3-yl)oxy)phenyl)acrylate CC1=C(C(=O)C2=C(C3=C(S2)C=C(C=C3)OC)OC3=CC=C(C=C3)/C=C/C(=O)OC)C=CC(=C1)C